5-(((tert-butyldimethylsilyl)oxy)methyl)pyridin-2-amine [Si](C)(C)(C(C)(C)C)OCC=1C=CC(=NC1)N